1-[5-ethylsulfonyl-6-[3-methyl-6-(trifluoromethylsulfanyl)imidazo[4,5-b]pyridin-2-yl]-3-pyridinyl]cyclopropanecarbonitrile C(C)S(=O)(=O)C=1C=C(C=NC1C1=NC=2C(=NC=C(C2)SC(F)(F)F)N1C)C1(CC1)C#N